OC1=C(C=C(C=C1N1N=C2C(=N1)C=CC=C2)C)CC2=C(C(=CC(=C2)C)N2N=C1C(=N2)C=CC=C1)O bis[2-hydroxy-5-methyl-3-(benzotriazol-2-yl)phenyl]-methane